FC=1C=C(CCNC(C(=O)N[C@@H]2C(N(C3=C(OC2)C=CC=C3)C)=O)=O)C=CC1 (S)-N1-(3-fluorophenethyl)-N2-(5-methyl-4-oxo-2,3,4,5-tetrahydrobenzo[b][1,4]oxazepin-3-yl)oxalamide